COC1=C(C=C(C=C1)C1=NC=CN=C1NC1=CC=C(C=C1)C(F)(F)F)S(=O)(=O)NC 2-methoxy-N-methyl-5-[3-[4-(trifluoromethyl)anilino]pyrazin-2-yl]benzenesulfonamide